Oxo-3,4-dihydro-1H-spiro[pyrido[2,3-b]pyrazine-2,3'-pyrrolidine]-1'-carbonitrile O=C1N(CCC12NC1=C(NC2)N=CC=C1)C#N